(2S,4R)-1-[(2S)-2-[3-(aminomethyl)isoxazol-5-yl]-3-methyl-butanoyl]-4-hydroxy-N-[(1S)-1-[4-(4-methylthiazol-5-yl)phenyl]ethyl]pyrrolidine-2-carboxamide NCC1=NOC(=C1)[C@@H](C(=O)N1[C@@H](C[C@H](C1)O)C(=O)N[C@@H](C)C1=CC=C(C=C1)C1=C(N=CS1)C)C(C)C